COC/C=C/C1=C(C=C(C=C1)C=1[C@@H](NC(NN1)=O)C)C(F)(F)F (5S)-6-{4-[(1E)-3-methoxyprop-1-en-1-yl]-3-(trifluoromethyl)phenyl}-5-methyl-4,5-dihydro-1,2,4-triazin-3(2H)-one